FC(C=1C(=C(C=CC1)[C@@H](C)NC(=O)C1=CN(C(C=C1NC1[C@@H]2CN(C[C@H]12)C)=O)C(C)C)F)F N-((R)-1-(3-(difluoromethyl)-2-fluorophenyl)ethyl)-1-isopropyl-4-(((1R,5S,6s)-3-methyl-3-azabicyclo[3.1.0]hexan-6-yl)amino)-6-oxo-1,6-dihydropyridine-3-carboxamide